NC1=NC(=NC(=C1)O)S 4-amino-6-hydroxy-2-mercaptopyrimidine